N-[(6-amino-1,5-naphthyridin-3-yl)methyl]-N-(2-methanesulfonylphenyl)-2-(trifluoromethyl)pyrimidine-5-carboxamide NC=1N=C2C=C(C=NC2=CC1)CN(C(=O)C=1C=NC(=NC1)C(F)(F)F)C1=C(C=CC=C1)S(=O)(=O)C